3-(2,7-dichloro-8-fluoropyrido[4,3-d]pyrimidin-4-yl)-2-methyl-3,8-diazabicyclo[3.2.1]octane-8-carboxylate ClC=1N=C(C2=C(N1)C(=C(N=C2)Cl)F)N2C(C1CCC(C2)N1C(=O)[O-])C